2-((6-(6-((4-bromo-2-methoxybenzyl)oxy)pyridin-2-yl)-3-azabicyclo[4.1.0]heptan-3-yl)methyl)-1-(((S)-oxetan-2-yl)methyl)-1H-benzo[d]imidazole-6-carboxylic acid BrC1=CC(=C(COC2=CC=CC(=N2)C23CCN(CC3C2)CC2=NC3=C(N2C[C@H]2OCC2)C=C(C=C3)C(=O)O)C=C1)OC